5-acetyl-methyl-2-thiophenecarboxaldehyde C(C)(=O)C1=CC(=C(S1)C=O)C